CC1=CN(C2=CC=C(C=C12)N)C1=NC(=NC=C1C)NC=1C=NN(C1)C 3-Methyl-1-[5-methyl-2-[(1-methylpyrazol-4-yl)amino]pyrimidin-4-yl]indol-5-amine